FC1=C(CNC2=NC(=NC=C2C(=O)N)NC=2C=NN(C2)C(C)C)C(=CC=C1)OC 4-[(2-fluoro-6-methoxybenzyl)amino]-2-[(1-isopropyl-1H-pyrazol-4-yl)amino]pyrimidin-5-carboxamide